C1(CCCC1)C1=C(C=C(C=C1OC)\C=C\C1=CC=C(C=C1)Br)OC (E)-2-cyclopentyl-5-(4-bromostyryl)-1,3-dimethoxybenzene